1-[4-[4-[3-methyl-4-[[(1R)-1-phenylethoxy]carbonylamino]isoxazol-5-yl]-1-piperidyl]phenyl]cyclopropanesulfonic acid CC1=NOC(=C1NC(=O)O[C@H](C)C1=CC=CC=C1)C1CCN(CC1)C1=CC=C(C=C1)C1(CC1)S(=O)(=O)O